[3,5-dichloro-4-[(1-methyl-2-oxo-3,4-dihydroquinolin-6-yl)oxy]phenyl]-3,5-dioxo-1,2,4-triazine-6-carbonitrile ClC=1C=C(C=C(C1OC=1C=C2CCC(N(C2=CC1)C)=O)Cl)N1NC(NC(C1C#N)=O)=O